C(C)(C)(C)OC(=O)N1CC2=C(CC1)C=NN2 4,5-dihydro-1H-pyrazolo[3,4-c]Pyridine-6(7H)-carboxylic acid tert-butyl ester